Cl.NCCC1=CC=C(NC(CCCNC(=O)N2C=CC3=C2N=CN=C3N(C)[C@H]3CN(CC[C@H]3C)C(CC#N)=O)=O)C=C1 N-[4-[4-(2-aminoethyl)anilino]-4-oxo-butyl]-4-[[(3R,4R)-1-(2-cyanoacetyl)-4-methyl-3-piperidinyl]-methyl-amino]Pyrrolo[2,3-d]Pyrimidine-7-carboxamide hydrochloride